C1(CCCCC1)CC1=CSC=C1 3-(cyclohexylmethyl)thiophene